ClC1=C(C=CC=C1Cl)N1CCN(CC1)CCC1(CCOCC1)C1=NC=CC=C1 1-(2,3-Dichlorophenyl)-4-(2-(4-(pyridin-2-yl)tetrahydro-2H-pyran-4-yl)ethyl)piperazine